C(#N)CC(=O)NC1=C2C=CN(C2=CC=C1)C1=NC(=NC=C1)NC=1C=NN(C1)C 2-cyano-N-(1-(2-((1-methyl-1H-pyrazol-4-yl)amino)pyrimidin-4-yl)-1H-indol-4-yl)acetamide